methyl (S)-2-(S-(4-chlorophenyl)-2-thioxo-2,3-dihydro-1H-benzo[e][1,4]diazepin-3-yl)acetate ClC1=CC=C(C=C1)S=C1[C@@H](N=CC2=C(N1)C=CC=C2)CC(=O)OC